C(CC(C)C)N1CCC2(OC3(CC3)C(N(C2)CCC)=O)CC1 8-isopentyl-12-propyl-4-oxa-8,12-diazadispiro[2.1.5.3]tridecan-13-one